1-(4-amino-5-chloro-2-methoxyphenyl)-3-[1-(n-butyl)-4-piperidinyl]-1-propanone HCl Cl.NC1=CC(=C(C=C1Cl)C(CCC1CCN(CC1)CCCC)=O)OC